(R)-4-methyl-N-(1-(5-(2-((methylamino)methyl)phenyl)thiophen-2-yl)ethyl)-7-morpholinopyrido[3,4-d]pyridazin-1-amine CC=1N=NC(=C2C1C=NC(=C2)N2CCOCC2)N[C@H](C)C=2SC(=CC2)C2=C(C=CC=C2)CNC